FC(OC1=CC=C(C=C)C=C1)(F)F 4-(trifluoromethyloxy)styrene